COC=1C=C(C=C(C1)OC)CN[C@H](C(=O)O)CCC(C)(C)C (2S)-2-{[(3,5-Dimethoxyphenyl)methyl]amino}-5,5-dimethylhexanoic acid